4-(3,4-Dihydro-2H-1,3-benzothiazin-8-yl)-5-fluoro-2-morpholin-4-ylbenzoic acid methyl ester dihydrochloride Cl.Cl.COC(C1=C(C=C(C(=C1)F)C1=CC=CC=2CNCSC21)N2CCOCC2)=O